2,5-dimethoxy-4-ethyl-phenethylamine COC1=C(CCN)C=C(C(=C1)CC)OC